NC=1C=NN(C1C#N)CCCCCCC 4-amino-1-heptyl-1H-pyrazole-5-carbonitrile